C(CC)C(C(=O)C1=CC=C(C=C1)N1CCOCC1)N 2-propyl-2-amino(4-morpholinophenyl)ethan-1-one